(S)-1-(2-(benzo[d][1,3]dioxol-5-ylamino)-5-methylpyrimidin-4-yl)-N-(1-(3-chlorophenyl)-2-hydroxyethyl)-1H-pyrazole-4-amide O1COC2=C1C=CC(=C2)NC2=NC=C(C(=N2)N2N=CC(=C2)C(=O)N[C@H](CO)C2=CC(=CC=C2)Cl)C